CC1NC[C@H](NC1)CC#N 2-((2R)-5-methylpiperazin-2-yl)acetonitrile